1,2-dihydroxy-propanesulfonic acid sodium salt [Na+].OC(C(C)O)S(=O)(=O)[O-]